FC1=C(C(=CC=C1C#CC(=C)C)O)N1CC(NS1(=O)=O)=O 5-(2-fluoro-6-hydroxy-3-(3-methylbut-3-en-1-yn-1-yl)phenyl)-1,2,5-thiadiazolidin-3-one 1,1-dioxide